CCCCCCCCCC(S)S decanedithiol